4-chloro-2-ethylsulfanyl-N-[2-(methylamino)-5-(trifluoromethyl)-3-pyridyl]-5-nitro-benzamide ClC1=CC(=C(C(=O)NC=2C(=NC=C(C2)C(F)(F)F)NC)C=C1[N+](=O)[O-])SCC